FC=1C(=NC=CC1CC=1C(OC2=C(C1C)C=CC(=C2)OC2=NC=CC=N2)=O)N(S(=O)(=O)N)C N-[3-fluoro-4-[[4-methyl-2-oxo-7-(2-pyrimidinyloxy)-2H-1-benzopyran-3-yl]methyl]-2-pyridinyl]-N-methyl-sulfamide